1-(2-hydroxyethyl)-4,5-dihydro-1H-pyrazolo[4,3-h]quinoxaline-3-carboxylic acid ethyl ester C(C)OC(=O)C1=NN(C2=C1CCC=1N=CC=NC21)CCO